C(C)OC=1C=C(C=C(C1C)OCC)[C@@H](C)N(C(=O)NC1(CC(C1)(F)F)C(=O)OC)CCC#CC1=CC=NC=C1 methyl 1-({[(1R)-1-(3,5-diethoxy-4-methylphenyl)ethyl][4-(pyridin-4-yl) but-3-yn-1-yl]carbamoyl}amino)-3,3-difluorocyclobutane-1-carboxylate